5-fluoro-1-(methylsulfonyl)spiro[indoline-3,4'-piperidine] FC=1C=C2C(=CC1)N(CC21CCNCC1)S(=O)(=O)C